FC(C1=CC=C(C=C1)C1=NN2C(=NC=3C=CC=CC3C2=N1)NC=1C(N=CC=CC1)=O)F (3R)-3-({2-[4-(difluoromethyl)phenyl][1,2,4]triazolo[1,5-c]quinazolin-5-yl}amino)azepin-2-one